bicyclo[2.2.2]octa-2,5-diene-2,3-dicarboxylic acid diisobutyl ester C(C(C)C)OC(=O)C=1C2C=CC(C1C(=O)OCC(C)C)CC2